(2S,3'S)-1'-((2-bromophenyl)sulfonyl)-3'-hydroxy-3-(4-methoxyphenyl)-5H-spiro[furan-2,2'-indoline]-5-one BrC1=C(C=CC=C1)S(=O)(=O)N1[C@]2([C@H](C3=CC=CC=C13)O)OC(C=C2C2=CC=C(C=C2)OC)=O